C[C@H]1CC[C@@H](N(C1)C(C(=O)NC=1C=NC=C(C1)C)=O)C=1C=C(C=CC1)C 2-[(2R,5S)-5-methyl-2-(m-tolyl)-1-piperidyl]-N-(5-methyl-3-pyridyl)-2-oxo-acetamide